N1=CC=C(C=C1)OC(=O)C1=NNC=C1 (pyridin-4-yl)-1H-pyrazole-3-carboxylate